(S)- and (R)-2-((4-chloro-phenethyl)amino)-2-phenyl-1-(6-(pyrimidin-4-yl)-1H-indol-3-yl)ethan-1-one ClC1=CC=C(CCN[C@H](C(=O)C2=CNC3=CC(=CC=C23)C2=NC=NC=C2)C2=CC=CC=C2)C=C1 |r|